FC=1C(=NC=2N(C1)N=CC2C=2C(=NC=CC2)OC2COCC2)NCCNC(OC(C)(C)C)=O tert-butyl N-[2-[[6-fluoro-3-(2-tetrahydrofuran-3-yloxy-3-pyridyl)pyrazolo[1,5-a]pyrimidin-5-yl]amino]ethyl]carbamate